4-(trifluoro-methyl)pyridin-2-amine FC(C1=CC(=NC=C1)N)(F)F